4-((S)-2-azido-1-methoxyprop-2-yl)-6-chloro-1-(cis-3-(methylsulfonyl)cyclobutoxy)-2,7-naphthyridine N(=[N+]=[N-])[C@@](COC)(C)C1=CN=C(C2=CN=C(C=C12)Cl)O[C@@H]1C[C@@H](C1)S(=O)(=O)C